3-(1',2'-Dihydrospiro[cyclopropane-1,3'-pyrrolo[2,3-b]pyridin]-5'-yl)-1-tosyl-1H-indole-5-carbonitrile N1CC2(C=3C1=NC=C(C3)C3=CN(C1=CC=C(C=C31)C#N)S(=O)(=O)C3=CC=C(C)C=C3)CC2